BrC1=C(C(=O)NC2=NC(=NS2)C2CC2)C=C(C=C1)F 2-bromo-N-(3-cyclopropyl-1,2,4-thiadiazol-5-yl)-5-fluoro-benzamide